NC=1C(=NC(=CN1)C1=CC=CC=C1)C(=O)NC1=CC=C(C=C1)S(=O)(=O)CC1COC1 3-amino-N-(4-(oxetan-3-ylmethylsulfonyl)phenyl)-6-phenylpyrazine-2-carboxamide